COC1=CC=C2C(=CNC2=C1)C1CC(C2=CC=CC=C12)=O 3-(6-methoxy-1H-indol-3-yl)-2,3-dihydro-1H-inden-1-one